ClC=1C=C(N=NC1)N1C(N([C@H](C1)C#N)C1=CN=CC2=CC=CC=C12)=O (R)-1-(5-chloropyridazin-3-yl)-3-(isoquinolin-4-yl)-2-oxoimidazoline-4-carbonitrile